sodium nitromalonate [N+](=O)([O-])C(C(=O)[O-])C(=O)[O-].[Na+].[Na+]